(1-(tetrahydro-2H-pyran-2-yl)-5-(trifluoromethyl)-1,5,6,7-tetrahydrocyclopenta[f]indazol-4-yl)boronic acid O1C(CCCC1)N1N=CC2=C(C3=C(C=C12)CCC3C(F)(F)F)B(O)O